(R)-4-(3-((6-(3-(2-ethoxyphenoxy)piperidin-1-yl)pyrazin-2-yl)amino)-3-oxopropyl)-2,6-dimethylbenzoic acid C(C)OC1=C(O[C@H]2CN(CCC2)C2=CN=CC(=N2)NC(CCC2=CC(=C(C(=O)O)C(=C2)C)C)=O)C=CC=C1